BrC1=C(C=C2C(=NC(=NC2=C1F)Cl)N1C[C@H]2CC[C@@H](C1)N2C(=O)[O-])F (1R,5S)-3-(7-bromo-2-chloro-6,8-difluoroquinazolin-4-yl)-3,8-diazabicyclo[3.2.1]Octane-8-carboxylate